3-amino-2-bromo-6-nitrobenzene-1-carbaldehyde NC=1C(=C(C(=CC1)[N+](=O)[O-])C=O)Br